COC1=C(C(=CC(=C1)C)C)C1=CC=C2C(=CC(=NC2=N1)C1=CCCN(C1)C(=O)OC(C)(C)C)COC tert-butyl 5-[7-(2-methoxy-4,6-dimethyl-phenyl)-4-(methoxymethyl)-1,8-naphthyridin-2-yl]-3,6-dihydro-2H-pyridine-1-carboxylate